(S)-6-(((5-bromo-2-chloropyridin-3-yl)(1-isopropyl-1H-1,2,3-triazol-4-yl)methyl)amino)-8-chloro-4-((3-chloro-4-fluorophenyl)amino)quinoline-3-carbonitrile BrC=1C=C(C(=NC1)Cl)[C@@H](C=1N=NN(C1)C(C)C)NC=1C=C2C(=C(C=NC2=C(C1)Cl)C#N)NC1=CC(=C(C=C1)F)Cl